1-cyclopropyl-6-(4-isobutoxypyrrolo[2,1-f][1,2,4]triazin-5-yl)-2-methyl-1H-imidazo[4,5-b]pyridine C1(CC1)N1C(=NC2=NC=C(C=C21)C=2C=CN1N=CN=C(C12)OCC(C)C)C